[O-]S(=O)(=O)C(F)(F)F.[Al+3].[O-]S(=O)(=O)C(F)(F)F.[O-]S(=O)(=O)C(F)(F)F Aluminium Triflat